N-(6-(6-chloropyridin-3-yl)-1-phenyl-1H-pyrazolo[3,4-d]pyrimidin-4-yl)-5-nitrothiophene-2-carboxamide ClC1=CC=C(C=N1)C1=NC(=C2C(=N1)N(N=C2)C2=CC=CC=C2)NC(=O)C=2SC(=CC2)[N+](=O)[O-]